4,5,7-tribromo-N1,N1,N3,N3-tetramethylbenzo[c]thiophene-1,3-dicarboxamide BrC1=C(C=C(C2=C(SC(=C21)C(=O)N(C)C)C(=O)N(C)C)Br)Br